CN(CC(=O)N1CC(CC1)C=1C=C(C=CC1)N1C=CC2=C(C=CC(=C12)C)F)C N-(3-(1-(dimethylglycyl)pyrrolidin-3-yl)phenyl)-4-fluoro-7-methyl-1H-indole